BrC=1C(C(=CN(C1C)C)C(=O)O)=O 5-bromo-1,6-dimethyl-4-oxo-1,4-dihydropyridine-3-carboxylic acid